CC=1SC(=C(N1)C)C=1C=CC(N(N1)CC1CCN(CC1)C1=NC=2N(C=C1)N=CC2)=O 6-(2,4-dimethyl-1,3-thiazol-5-yl)-2-[(1-pyrazolo[1,5-a]pyrimidin-5-ylpiperidin-4-yl)methyl]pyridazin-3-one